C(#N)C(C)(C)NC(=O)C1=NC=CC=C1 N-(1-cyano-1-methyl-ethyl)pyridine-2-carboxamide